OC1=C(C=C(C(=O)OC)C=C1C(NC)=O)[C@H](CO)C1=CC=CC=C1 |r| (+/-)-methyl 4-hydroxy-3-(2-hydroxy-1-phenylethyl)-5-(methylcarbamoyl)benzoate